N-(6-(4-carbamoylpiperazin-1-yl)-3-(trifluoromethyl)imidazo[1,2-b]pyridazin-8-yl)-N-(4-methoxybenzyl)glycine C(N)(=O)N1CCN(CC1)C=1C=C(C=2N(N1)C(=CN2)C(F)(F)F)N(CC(=O)O)CC2=CC=C(C=C2)OC